CS(=O)(=O)C1=NC=CC=C1NC(=O)C=1C=NC(=CC1)C1(CC1)C(F)(F)F N-(2-methanesulfonylpyridin-3-yl)-6-[1-(tri-fluoromethyl)cyclopropyl]pyridine-3-carboxamide